C1(CCCC1)SC1=NC=CC=C1C1=CC=C(C=C1)C(CCCC(=O)O)(C)C 5-[4-(2-cyclopentylsulfanyl-pyridin-3-yl)-phenyl]-5-methyl-hexanoic acid